ClC=1C=C2C(=CC(=NC2=CC1)C(F)(F)F)N[C@@H]1C[C@@H](CCC1)NC(=O)N1CC(CCC1)(F)F N-[(1R,3S)-3-{[6-chloro-2-(trifluoromethyl)quinolin-4-yl]amino}cyclohexyl]-3,3-difluoropiperidine-1-carboxamide